ClC=1N(C(=CC1CN(C(OC(C)(C)C)=O)C)C1=C(C=CC=C1)F)S(=O)(=O)C1=CC(=CC=C1)NS(=O)(=O)N1CC(C1)OC tert-butyl N-{[2-chloro-5-(2-fluorophenyl)-1-(3-{[(3-methoxyazetidin-1-yl) sulfonyl] amino} benzenesulfonyl)-1H-pyrrol-3-yl] methyl}-N-methylcarbamate